ClC1=C(C=CC(=C1)C#N)C=1C=CC(=C2C=CC=NC12)C[C@@H](C(=O)O)NC(C1=C(C=C(C=C1Cl)F)Cl)=O (S)-3-(8-(2-chloro-4-cyanophenyl)quinolin-5-yl)-2-(2,6-dichloro-4-fluorobenzamido)propionic acid